N-[5-(2-[[6-(trifluoromethyl)pyridin-3-yl]amino]ethyl)-1H-indol-3-yl]acetamide tert-Butyl-3-acetamido-5-(2-[[6-(trifluoromethyl)pyridin-3-yl]amino]ethyl)indole-1-carboxylate C(C)(C)(C)OC(=O)N1C=C(C2=CC(=CC=C12)CCNC=1C=NC(=CC1)C(F)(F)F)NC(C)=O.FC(C1=CC=C(C=N1)NCCC=1C=C2C(=CNC2=CC1)NC(C)=O)(F)F